(2E)-2-[(E)-4-(1-methyl-1H-indazol-6-yl)-1-oxo-2,3-dihydro-1H-isoindole-2-carbonyl]-3-phenylprop-2-enenitrile CN1N=CC2=CC=C(C=C12)C1=C2CN(C(C2=CC=C1)=O)C(=O)\C(\C#N)=C\C1=CC=CC=C1